N-(2-amino-4-fluoro-5-methylphenyl)-N-methylmethanesulfonamide NC1=C(C=C(C(=C1)F)C)N(S(=O)(=O)C)C